Cl.C1C(CC2=CC=CC=C12)N Indan-2-amine hydrochloride